Cl.N[C@@H](CC1=CC(=CC(=C1)F)F)C1=C(C=C2C(=N1)C=NN2COCC[Si](C)(C)C)C=2C=C(C(=O)OC)C=CC2 methyl (S)-3-(5-(1-amino-2-(3,5-difluorophenyl)ethyl)-1-((2-(trimethylsilyl)ethoxy)methyl)-1H-pyrazolo[4,3-b]pyridin-6-yl)benzoate hydrochloride